6-(tert-butyl)-10-(2-methoxy-2-oxoethoxy)-2-oxo-6,7-dihydro-2H-pyrido[2',1':3,4]pyrazino[1,2-b]indazole-3-carboxylic acid ethyl ester C(C)OC(=O)C=1C(C=C2N(C(CN3N=C4C(=CC=CC4=C32)OCC(=O)OC)C(C)(C)C)C1)=O